C(C)(=O)OC1=CC=C(C=C1)S(=O)(=O)O 4-hydroxy-sulfonylphenyl acetate